ClC1=CC2=C(N(C(N2CC2=NC=C(C=C2)C=2OC(=NN2)C(F)F)=O)C2CCN(CC2)CC(F)(F)F)C=C1 5-chloro-3-((5-(5-(difluoromethyl)-1,3,4-oxadiazole-2-yl)pyridine-2-yl)methyl)-1-(1-(2,2,2-trifluoroethyl)piperidine-4-yl)-1,3-dihydro-2H-benzo[d]imidazole-2-one